O1C=2C(OCC1COCCC(S(=O)(=O)[O-])CC)=CSC2.[Na+] sodium 3-[(2,3-dihydrothieno[3,4-b]-[1,4]dioxin-2-yl)methoxy]-1-ethyl-1-propanesulfonate